racemic-(1s,2r,3r,5r)-3-(benzylamino)-2-fluoro-1,5-dimethyl-8-azabicyclo[3.2.1]octane-8-carbamic acid tert-butyl ester C(C)(C)(C)OC(NN1[C@@]2([C@@H]([C@@H](C[C@]1(CC2)C)NCC2=CC=CC=C2)F)C)=O |r|